C(C1=CC=CC=C1)(C1=CC=CC=C1)(C1=CC=CC=C1)N1N=CC=C1 1-trityl-1H-pyrazole